NC1=C(C=C(C=N1)C1=CC=C(C=C1)C(=O)N1C[C@H](CC1)N(C)C)OCC1=C(C=CC=C1)Cl {4-[6-amino-5-(2-chloro-benzyloxy)-pyridin-3-yl]-phenyl}-[(3S)-3-dimethylamino-pyrrolidin-1-yl]-methanone